6-[5-[4-[2-(aminomethyl)-3,3-difluoro-allyl]-5-oxo-tetrazol-1-yl]-3-thienyl]-8-methyl-3,4-dihydro-1H-quinolin-2-one NCC(CN1N=NN(C1=O)C1=CC(=CS1)C=1C=C2CCC(NC2=C(C1)C)=O)=C(F)F